C1(CCCCC1)NC=1C2=C(N=CN1)C=CC=N2 N-Cyclohexylpyrido[3,2-d]pyrimidin-4-amine